(R)-N-(5-(1H-Pyrazol-5-yl)pyridin-2-yl)-4-cyanomorpholine-2-carboxamide N1N=CC=C1C=1C=CC(=NC1)NC(=O)[C@H]1CN(CCO1)C#N